C1N(CCC2=CC=CC=C12)C[C@H](CN1CCOC2=C(C1=O)C=CC(=C2)OC[C@H]2N(CCC2)C(C)C)O 4-[(2R)-3-(3,4-dihydro-1H-isoquinolin-2-yl)-2-hydroxy-propyl]-8-[[(2S)-1-isopropylpyrrolidine-2-yl]methoxy]-2,3-dihydro-1,4-benzoxazepine-5-one